trans-pyrrolidine N1CCCC1